2-carboxyethyl-2-pyridyldisulfide C(=O)(O)CCSSC1=NC=CC=C1